tert-butyl (1S,5R)-3-(2-((1-((dimethylamino)methyl)-2-(methoxycarbonyl)cyclopropyl)methoxy)-6,8-difluoroquinazolin-4-yl)-1-methyl-3,8-diazabicyclo[3.2.1]octane-8-carboxylate CN(C)CC1(C(C1)C(=O)OC)COC1=NC2=C(C=C(C=C2C(=N1)N1C[C@@]2(CC[C@H](C1)N2C(=O)OC(C)(C)C)C)F)F